Hydroxysilan O[SiH3]